2-[4-[[5-[3-[3-amino-6-(2-hydroxyphenyl)pyridazin-4-yl]-3,8-diazabicyclo[3.2.1]octan-8-yl]-2-pyridyl]oxymethyl]-1-piperidyl]spiro[3.3]heptane-6-carboxylic acid NC=1N=NC(=CC1N1CC2CCC(C1)N2C=2C=CC(=NC2)OCC2CCN(CC2)C2CC1(C2)CC(C1)C(=O)O)C1=C(C=CC=C1)O